3-cyanomethyl-2-(3-tolyl)indazole C(#N)CC=1N(N=C2C=CC=CC12)C=1C=C(C=CC1)C